3-((1-methyl-9-(1,2,3,6-tetrahydropyridin-4-yl)-6,7-dihydro-5H-benzo[c][1,2,3]triazolo[1,5-a]azepin-7-yl)amino)phenol 2,2,2-trifluoroacetate FC(C(=O)O)(F)F.CC=1N=NN2C1C1=C(C(CC2)NC=2C=C(C=CC2)O)C=C(C=C1)C=1CCNCC1